C(C)(C)(C)OC(NC1CCC(CC1)/C=C/1\COC2=C(C=C(C=C2C1=O)C)Br)=O.BrC1=C(C=CC=C1)S(=O)(=O)N(COC)C1=NOC(=C1C)C 2-bromo-N-(4,5-dimethylisoxazol-3-yl)-N-(methoxymethyl)benzenesulfonamide tert-butyl-4-((E)-(8-bromo-6-methyl-4-oxo-2H-chromen-3(4H)-ylidene)methyl)cyclohexylcarbamate